9-(4-((1-(3-Fluoropropyl)azetidin-3-yliden)methyl)phenyl)-8-(4-methyl-2-(trifluoromethyl)phenyl)-6,7-dihydro-5H-benzo[7]annulen FCCCN1CC(C1)=CC1=CC=C(C=C1)C1=C(CCCC2=C1C=CC=C2)C2=C(C=C(C=C2)C)C(F)(F)F